C1(CCCCC1)C1=NC(=NO1)C1=CC2=C(N(N=N2)C(C)C)C=C1 5-(5-cyclohexyl-1,2,4-oxadiazol-3-yl)-1-(propan-2-yl)-1H-1,2,3-benzotriazole